FC(C(C)(O)C=1N=CC=2N(C1)C(=CN2)C2=CN=CC(=N2)N[C@H]2CN(CCC2)C(=O)OC(C)(C)C)(F)F (3R)-tert-butyl 3-((6-(6-(1,1,1-trifluoro-2-hydroxypropan-2-yl)imidazo[1,2-a]pyrazin-3-yl)pyrazin-2-yl)amino)piperidine-1-carboxylate